6-[2-(5-fluoro-6-methyl-2-pyridyl)imidazo[1,2-a]pyridin-3-yl]-3-piperazin-1-yl-quinoline FC=1C=CC(=NC1C)C=1N=C2N(C=CC=C2)C1C=1C=C2C=C(C=NC2=CC1)N1CCNCC1